ClC1=NC=CC(=C1)N1C(C(C2=CC=C(C=C12)C(F)(F)F)C)=O (2-chloro-4-pyridyl)-3-methyl-6-(trifluoromethyl)indolin-2-one